1,2,3,4,6-pentathiazepan S1SSSNSC1